P(=S)(OOC(C=C)=O)(OCC)[O-] acryloyloxy ethyl thiophosphate